C(C1=CC=CC=C1)SC=1C(=NC=C(C1)Cl)OC(F)F 3-(benzylsulfanyl)-5-chloro-2-(difluoromethoxy)pyridine